(2S,3S,4S,5S)-4-[[3-[6-(difluoromethyl)-2-methoxy-3-pyridinyl]-4,5-dimethyl-5-(trifluoromethyl)tetrahydrofuran-2-carbonyl]amino]pyridine-2-carboxamide FC(C1=CC=C(C(=N1)OC)[C@H]1[C@H](O[C@@]([C@H]1C)(C(F)(F)F)C)C(=O)NC1=CC(=NC=C1)C(=O)N)F